N1C=2C(CCC1)CSSC2 (trans)-hexahydro-[1,2]dithiino[4,5-b]pyridine